4-(4-(4-(4-Oxobutoxy)phenyl)piperidin-1-yl)-2-(trifluoromethyl)benzonitrile O=CCCCOC1=CC=C(C=C1)C1CCN(CC1)C1=CC(=C(C#N)C=C1)C(F)(F)F